C(C)(C)(C)C=1C(=C(C=C(C1)C(C)(C)C)C(=O)C1=C(C(=CC(=C1)C(C)(C)C)C(C)(C)C)O)O bis(3,5-di-tert-butyl-2-hydroxyphenyl)methanone